C(#N)C1=CC=C(N2C=CC=C12)C=1C=NC=CC1SC1(CC(C1)(C)O)C(=O)O 1-((3-(8-cyanoindolizin-5-yl)pyridin-4-yl)thio)-3-hydroxy-3-methylcyclobutane-1-carboxylic acid